CC1=CC=C(C=C1)CN1C(CCC1=O)CC(=O)NCCC1=CC=CC=C1 2-[1-[(4-methylphenyl)methyl]-5-oxopyrrolidin-2-yl]-N-(2-phenylethyl)acetamid